methyl 1-[4-[1-[6-(5-cyclopropyl-4H-1,2,4-triazol-3-yl)-2-azaspiro[3.3]heptane-2-carbonyl]azetidin-3-yl]phenyl]cyclopropanecarboxylate C1(CC1)C=1NC(=NN1)C1CC2(CN(C2)C(=O)N2CC(C2)C2=CC=C(C=C2)C2(CC2)C(=O)OC)C1